Cl.Cl.N[C@H](CC1=C(C=2N=C(N=C(C2S1)NCC=1C(=NC=CC1)F)Cl)C)C 6-[(2S)-2-aminopropyl]-2-chloro-N-[(2-fluoropyridin-3-yl)methyl]-7-methylthieno[3,2-d]pyrimidin-4-amine dihydrochloride